ClC1=NC(=NC(=N1)Cl)N1C2=CC=CC=C2C=2C=CC=CC12 9-(4,6-dichloro-1,3,5-triazin-2-yl)-9H-carbazole